BrC(C)C=1C=C(C=C2C(C(=C(OC12)N(C)C)C)=O)C 8-(1-bromoethyl)-2-(dimethylamino)-3,6-dimethyl-chromen-4-one